CN1[C@@H](C[C@H](C1=O)O[C@H]2[C@@H]([C@H]([C@@H]([C@H](O2)C(=O)O)O)O)O)C3=CN=CC=C3 The molecule is a beta-D-glucosiduronic acid that is trans-3-hydroxycotinine in which the hydroxy hydrogen is replaced by a beta-D-glucuronyl residue. It has a role as a human urinary metabolite and a human xenobiotic metabolite. It is a beta-D-glucosiduronic acid, a member of pyridines and a member of pyrrolidin-2-ones. It derives from a trans-3-hydroxycotinine. It is a conjugate acid of a trans-3-hydroxycotinine beta-D-glucuronide(1-).